N-(4-((tert-butyldimethylsilyl)oxy)-2-iodo-5-methoxybenzyl)carboxamide [Si](C)(C)(C(C)(C)C)OC1=CC(=C(CNC=O)C=C1OC)I